(1R)-1-[(2R)-3,3-difluoroazetidin-2-yl]ethanol FC1([C@H](NC1)[C@@H](C)O)F